C1CC(N2C1CCCCCC2)C(=O)N decahydropyrrolo[1,2-a]azocine-3-carboxamide